C1C(CCCCCCCC1)=O 2-cyclodecanone